COC1=C(C=CC=C1)C1CCN(CC1)C1CC2(CN([C@H]2C(=O)[O-])C=2C=NC(=CC2)C)CC1 (R)-6-(4-(2-methoxyphenyl) piperidin-1-yl)-2-(6-methylpyridin-3-yl)-2-azaspiro[3.4]octaneformate